2-((3aR,5r,6aS)-5-benzyl-5-hydroxyhexahydrocyclopenta[c]pyrrol-2(1H)-yl)-1-(4-methoxyphenyl)ethanone C(C1=CC=CC=C1)C1(C[C@@H]2[C@@H](CN(C2)CC(=O)C2=CC=C(C=C2)OC)C1)O